CC=1OC(=CC1C(=O)NC1=NC(=NS1)CC(C)N1CCOCC1)C1=CC(=CC=C1)OC(F)(F)F 2-Methyl-5-(3-(trifluoromethoxy)phenyl)-N-(3-(2-morpholinopropyl)-1,2,4-thiadiazol-5-yl)furan-3-Formamide